C\C(=C/CC1=C(C=C(C2=C1OC(OC2=O)(CC(C)=O)C2=CC=C(C=C2)OC)CCCCC)O)\CCC=C(C)C (E)-8-(3,7-dimethylocta-2,6-dien-1-yl)-7-hydroxy-2-(4-methoxyphenyl)-2-(2-oxopropyl)-5-pentyl-4H-benzo[d][1,3]dioxin-4-one